potassium bis(2-ethylhexyl) persulfate S(=O)(=O)(OCC(CCCC)CC)OOS(=O)(=O)OCC(CCCC)CC.[K]